FC1=C(CN2CC(CC2=O)C(=O)N)C=C(C(=C1)NC1=CC=C(C=C1)N1CCC(CC1)C(F)(F)F)C (2-fluoro-5-methyl-4-((4-(4-(trifluoromethyl)piperidin-1-yl)phenyl)amino)benzyl)-5-oxopyrrolidine-3-carboxamide